CS(=O)(=O)OCC12CCC(CC1)(C2)CN2CCC(CC2)C2=CC=C1C(C=3N(C=4C=CC=C(C4C(N3)=O)Cl)C1=C2)(C)C (4-((4-(4-chloro-7,7-dimethyl-5-oxo-5,7-dihydroindolo[1,2-a]quinazolin-10-yl)piperidin-1-yl)methyl)bicyclo[2.2.1]heptan-1-yl)methyl methanesulfonate